FC=1C(=NC(=NC1)N1C[C@@H](N[C@H](C1)C)C)N1CC(C1)C(=O)NC(C)(C)C1=CN=C2N1C=CC=C2 1-{5-fluoro-2-[(3s,5s)-3,5-dimethylpiperazin-1-yl]pyrimidin-4-yl}-N-(2-{imidazo[1,2-a]pyridin-3-yl}propan-2-yl)azetidine-3-carboxamide